pyrimido[4,5-d]pyridazin-5(6H)-one hydrochloride Cl.N1=CN=CC2=C1C=NNC2=O